N-[1-(2-fluorophenyl)cyclopropyl]pyrimidin-2-amine FC1=C(C=CC=C1)C1(CC1)NC1=NC=CC=N1